O=C1[C@H](CC2=C(CN1)C=CC=C2)NC(OC)=O (S)-methyl (3-oxo-2,3,4,5-tetrahydro-1H-benzo[c]azepin-4-yl)carbamate